tridecane-1,13-diylbis(2-heptylpelargonic acid) C(CCCCCCCCCCCCC(C(=O)O)(CCCCCCC)CCCCCCC)C(C(=O)O)(CCCCCCC)CCCCCCC